NC=1N(C2=C3C(C(=CNC(C13)=O)Cl)=NC(=N2)C)C2=C(C(=CC=C2C)O)C 1-amino-6-chloro-2-(3-hydroxy-2,6-dimethylphenyl)-4-methyl-2,8-dihydro-9H-2,3,5,8-tetraazabenzo[cd]azulene-9-one